1-(azetidin-3-ylmethyl)-7-chloro-4-(methylamino)quinazolin-2(1H)-one N1CC(C1)CN1C(N=C(C2=CC=C(C=C12)Cl)NC)=O